O=C1C2CC(C(N1)=O)(C2)NC2=CC=C(C=C2)C2CCN(CC2)C(=O)OC(C)(C)C tert-butyl 4-[4-[(2,4-dioxo-3-azabicyclo[3.1.1]heptan-5-yl)amino]phenyl]piperidine-1-carboxylate